N-[3-(4-aminoquinazolin-6-yl)-2,4-difluorophenyl]-5-chloro-2-methoxypyridine-3-sulfonamide NC1=NC=NC2=CC=C(C=C12)C=1C(=C(C=CC1F)NS(=O)(=O)C=1C(=NC=C(C1)Cl)OC)F